benzyl (2s)-2-(2,6-dichloro-4-((methoxy(2-methoxyphenyl)phosphoryl)ethynyl)benzylamino)-3-(3-(methylsulphonyl)phenyl)propionate ClC1=C(CN[C@H](C(=O)OCC2=CC=CC=C2)CC2=CC(=CC=C2)S(=O)(=O)C)C(=CC(=C1)C#CP(=O)(C1=C(C=CC=C1)OC)OC)Cl